1-(3,5-difluorobenzyl)-1H-pyrazol FC=1C=C(CN2N=CC=C2)C=C(C1)F